ClC1=C(C=C2C(=C(N(C2=C1C#N)C)C1=NNC(=N1)C(COC)(F)F)N1C=NC=C1)OC 6-chloro-2-(5-(1,1-difluoro-2-methoxyethyl)-1H-1,2,4-triazol-3-yl)-3-(1H-imidazol-1-yl)-5-methoxy-1-methyl-1H-indole-7-carbonitrile